NC1CCC(CC1)C(C)O 1-((1r,4S)-4-aminocyclohexyl)ethan-1-ol